(3-(pyrrolidin-1-yl)propyl)aniline N1(CCCC1)CCCNC1=CC=CC=C1